(E)-6-(6-(2-(azetidin-3-yl)ethoxy)pyridin-3-yl)-N'-(2-fluoro-5-methoxybenzylidene)pyrazine-2-carbohydrazide N1CC(C1)CCOC1=CC=C(C=N1)C1=CN=CC(=N1)C(=O)N/N=C/C1=C(C=CC(=C1)OC)F